(7Z,11Z,13E)-1-(tetrahydropyranyloxy)-hexadecatriene CCCCCCCCCC/C=C/C=C/C=C/OC1CCCCO1